9-(m-diethylaminophenyl)acridine tert-butyl-(2R,5R)-5-((S)-(3-fluorophenyl)-(hydroxy)methyl)-2-(((1r,4R)-4-methoxycyclohexyl)methyl)-2-methylpyrrolidine-1-carboxylate C(C)(C)(C)OC(=O)N1[C@@](CC[C@@H]1[C@@H](O)C1=CC(=CC=C1)F)(C)CC1CCC(CC1)OC.C(C)N(C=1C=C(C=CC1)C=1C2=CC=CC=C2N=C2C=CC=CC12)CC